methyl 2-(1,9-diazatricyclo[6.3.1.04,12]dodeca-2,4(12),5,7-tetraen-2-yl)-1-hydroxy-7-methoxy-benzimidazole-5-carboxylate N12C(=CC=3C=CC=C(NCC1)C23)C2=NC3=C(N2O)C(=CC(=C3)C(=O)OC)OC